dimethyl (1-(2-fluoro-4-((4-(trifluoromethyl) pyridin-2-yl) carbamoyl) phenyl)-3-((2S,3aR,6aS)-hexahydro-1H-furo[3,4-b]pyrrol-2-yl) imidazo[1,5-a]pyrazin-8-yl) phosphate P(=O)(OC)(OC)OC=1C=2N(C=CN1)C(=NC2C2=C(C=C(C=C2)C(NC2=NC=CC(=C2)C(F)(F)F)=O)F)[C@@H]2C[C@@H]1[C@H](N2)COC1